Cl.ClC1=C(N=C(NC1=O)C1=C(N=CS1)Cl)N1CCNCC(C1)(F)F 5-chloro-2-(4-chlorothiazol-5-yl)-4-(6,6-difluoro-1,4-diazepan-1-yl)-1H-pyrimidin-6-one hydrochloride